5-cyclopropyl-3-fluoropyridin-2-amine C1(CC1)C=1C=C(C(=NC1)N)F